tert-Butyl N-[6,7-dichloro-2-(2-tetrahydropyran-2-yloxyethyl)-3-(1-tetrahydropyran-2-ylpyrazol-4-yl)-1H-indol-4-yl]carbamate ClC1=CC(=C2C(=C(NC2=C1Cl)CCOC1OCCCC1)C=1C=NN(C1)C1OCCCC1)NC(OC(C)(C)C)=O